CC1=C(N=NN1C1CCNCC1)C1=CC=2N(C(=C1)NC(C)C=1C=NC=C(C1)C(F)(F)F)C(=CN2)C#N 7-[5-Methyl-1-(4-piperidyl)triazol-4-yl]-5-[1-[5-(trifluoromethyl)-3-pyridyl]ethylamino]imidazo[1,2-a]pyridine-3-carbonitrile